C(C)(C)(C)C1=CC=C(C=CC2=C(C#N)C(=CC=C2)SC2=CC=C(C=C2)C(C)C)C=C1 2-(4-(tert-butyl)styryl)-6-((4-isopropylphenyl)thio)benzonitrile